1-[3-[2-(5-isopropoxy-1H-indazol-3-yl)pyrimidin-4-yl]-5-methyl-pyrazol-1-yl]propane C(C)(C)OC=1C=C2C(=NNC2=CC1)C1=NC=CC(=N1)C1=NN(C(=C1)C)CCC